5-(bromomethyl)pyridine-2-carboxylic acid BrCC=1C=CC(=NC1)C(=O)O